tert-butyl (R)-4-(2-(3-(3-((4-(1H-pyrazol-4-yl)benzyl)(cyclopropyl) carbamoyl)piperidin-1-yl)-5-fluorophenoxy)-2-methylpropanoyl)piperazine-1-carboxylate N1N=CC(=C1)C1=CC=C(CN(C(=O)[C@H]2CN(CCC2)C=2C=C(OC(C(=O)N3CCN(CC3)C(=O)OC(C)(C)C)(C)C)C=C(C2)F)C2CC2)C=C1